N-(4-((6,7-dimethoxyquinolin-4-yl)oxy)phenyl)-N'-(4-fluorophenyl)cyclopropane-1,1-dicarboxamide trityltetramethylborate C(C1=CC=CC=C1)(C1=CC=CC=C1)(C1=CC=CC=C1)C[B-](C)(C)C.COC=1C=C2C(=CC=NC2=CC1OC)OC1=CC=C(C=C1)NC(=O)C1(CC1)C(=O)NC1=CC=C(C=C1)F